[2-methyl-5-(3-trifluoromethylbenzoylamino)phenyl]carbamic acid t-butyl ester C(C)(C)(C)OC(NC1=C(C=CC(=C1)NC(C1=CC(=CC=C1)C(F)(F)F)=O)C)=O